(2S,4S)-4-hydroxy-N-methyl-N-(M-tolyl)pyrrolidine-2-carboxamide O[C@H]1C[C@H](NC1)C(=O)N(C=1C=C(C=CC1)C)C